N[C@@H]1C[C@H](N(C1)C1=C(C=CC=2N(C(=NC21)C2=C(C=NC=C2)F)C)NC(=O)C2=NC(=NC=C2)C2=C(C=CC=C2F)F)CO N-(4-((2S,4R)-4-Amino-2-(hydroxymethyl)pyrrolidin-1-yl)-2-(3-fluoropyridin-4-yl)-1-methyl-1H-benzo[d]imidazol-5-yl)-2-(2,6-difluorophenyl)pyrimidine-4-carboxamide